NC=1N=C2N(C=C(C=C2)C2=C(C(=CC=C2)F)C)C1C(=O)[C@H]1[C@H](C1)F (2-amino-6-(3-fluoro-2-methylphenyl)imidazo[1,2-a]pyridin-3-yl)((1s,2s)-2-fluorocyclopropyl)methanone